5-(Pyrazolo[1,5-a]pyridin-5-yl)-N-(tetrahydro-2H-pyran-4-yl)-7H-pyrrolo[2,3-d]pyrimidin-2-amine N1=CC=C2N1C=CC(=C2)C2=CNC=1N=C(N=CC12)NC1CCOCC1